ClC1=CC(=C(C=C1)C1=CC=C(C=C1)C1CN(C1)C(=O)N1CC2(C1)CC(C2)C=2C=NC=C(C2)F)S(=O)(=O)C [3-[4-(4-chloro-2-methylsulfonyl-phenyl)phenyl]azetidin-1-yl]-[6-(5-fluoro-3-pyridyl)-2-azaspiro[3.3]heptan-2-yl]methanone